imidazo[1,2-a]pyridine-3-carboxamide formate C(=O)O.N=1C=C(N2C1C=CC=C2)C(=O)N